FC(C1=CC=C(S1)C(=O)NCC1=C(C=CC2=C1N(C=N2)C)C)F 5-(difluoromethyl)-N-((1,6-dimethyl-1H-benzimidazol-7-yl)methyl)thiophene-2-carboxamide